7-((1r,4r)-4-(2-Fluoro-6-methylphenyl)cyclohexyl)-3-methyl-5-((3-(trifluoromethyl)pyridin-2-yl)methyl)pyrido[2,3-b]pyrazin-6(5H)-one FC1=C(C(=CC=C1)C)C1CCC(CC1)C1=CC=2C(=NC(=CN2)C)N(C1=O)CC1=NC=CC=C1C(F)(F)F